1-(2-Oxaspiro[3.3]heptan-6-yl)-1,3-dihydro-2H-benzo[d]imidazol-2-one C1OCC12CC(C2)N2C(NC1=C2C=CC=C1)=O